C(\C=C/CCCCCCCC)OC(CCCCCOCC(COCCCCCC)N(C)C)=O (Z)-undec-2-en-1-yl-6-(2-(dimethylamino)-3-(hexyloxy)propoxy)hexanoate